C(\C=C\C\C=C/C)(=O)O (2E,5Z)-hepta-2,5-dienoic acid